1-(4-chlorophenyl)-1H-pyrazol-3-yl-2-(2,4-dichlorophenyl)acetate ClC1=CC=C(C=C1)N1N=C(C=C1)C(C(=O)[O-])C1=C(C=C(C=C1)Cl)Cl